C(C)C=1C=C(C=C2C=NC(=NC12)N[C@@H]1CNCCC1)C1=CC=C2C(=NC=NN21)NS(=O)(=O)C2CCCCC2 (S)-N-(7-(8-ethyl-2-(piperidin-3-ylamino)quinazolin-6-yl)pyrrolo[2,1-f][1,2,4]triazin-4-yl)cyclohexanesulfonamide